(6-(2-chloro-3-(3-(4-formyl-3,5-dimethoxyphenyl)-1-methyl-1H-indazol-7-yl)phenyl)-2-methoxypyridin-3-yl)methyl((cis-3-hydroxycyclobutyl)methyl)carbamate ClC1=C(C=CC=C1C=1C=CC=C2C(=NN(C12)C)C1=CC(=C(C(=C1)OC)C=O)OC)C1=CC=C(C(=N1)OC)OC(N(C[C@@H]1C[C@@H](C1)O)C)=O